methyl 2-amino-2-methyl-3-(2-oxopyrrolidin-3-yl)propanoate hydrochloride Cl.NC(C(=O)OC)(CC1C(NCC1)=O)C